NC1=NC2=CC(=CC=C2C=C1)C=1C=CC(=C(C1)NC(C=C)=O)COC N-[5-(2-aminoquinolin-7-yl)-2-(methoxymethyl)phenyl]prop-2-enamide